3,5-Difluoro-4-iodopyridin-2-amine FC=1C(=NC=C(C1I)F)N